4-(1-(5-methyl-1-((2-(trimethylsilyl)ethoxy)methyl)-1H-imidazol-4-yl)vinyl)aniline CC1=C(N=CN1COCC[Si](C)(C)C)C(=C)C1=CC=C(N)C=C1